(R)-N-((R)-8-(5-((2,3-dichlorophenyl)thio)-6-iodopyrazin-2-yl)-8-azaspiro[4.5]decan-1-yl)-2-methylpropane-2-sulfinamide ClC1=C(C=CC=C1Cl)SC=1N=CC(=NC1I)N1CCC2(CCC[C@H]2N[S@](=O)C(C)(C)C)CC1